Cl.Cl.NCC=1NC=CN1 2-(aminomethyl)imidazole dihydrochloride